FC1=C(C=C(C=C1)F)[C@@]12N(CC[C@H]2C1)C1=NC=2N(C=C1)N=CC2NC(=O)N2C[C@H](CC2)OC (S)-N-(5-((1R,5S)-1-(2,5-difluorophenyl)-2-azabicyclo[3.1.0]hexan-2-yl)pyrazolo[1,5-a]pyrimidin-3-yl)-3-methoxypyrrolidine-1-carboxamide